tert-butyl 2'-(3-methyl-1H-pyrazolo[3,4-b]pyridin-5-yl)-5',6'-dihydrospiro[azetidine-3,4'-pyrrolo[1,2-b]pyrazole]-1-carboxylate CC1=NNC2=NC=C(C=C21)C=2C=C1N(N2)CCC12CN(C2)C(=O)OC(C)(C)C